N-(3-triethoxysilylpropyl)pentane-3-imine C(C)O[Si](CCCN=C(CC)CC)(OCC)OCC